5-chloro-2-(4,4-difluoroazepan-1-yl)-N-(6-(methylthio)pyridazin-4-yl)-4-(trifluoromethyl)benzamide ClC=1C(=CC(=C(C(=O)NC2=CN=NC(=C2)SC)C1)N1CCC(CCC1)(F)F)C(F)(F)F